ClC1=NC=C(C(=C1)C(=O)O)F 2-chloro-5-fluoropyridine-4-carboxylic acid